N-behenoyl-sphinganine C(CCCCCCCCCCCCCCCCCCCCC)(=O)N[C@@H](CO)[C@H](O)CCCCCCCCCCCCCCC